BrC=1C=C(C=CC1)C(COCCC(C(=O)OC)(C)C)N1N=C(C=C1)C1=C(C=CC(=C1)OC=1C(=C2C=CNC2=CC1F)C=C)F methyl 4-(2-(3-bromophenyl)-2-(3-(2-fluoro-5-((6-fluoro-4-vinyl-1H-indol-5-yl)oxy)phenyl)-1H-pyrazol-1-yl)ethoxy)-2,2-dimethylbutanoate